CN(CC)CCOCC(=O)NCCC 2-[2-(N-methyl-N-ethyl-amino)ethoxy]-N-propyl-acetamide